(2R)-2-(6-{5-chloro-2-[(oxan-4-yl)amino]pyrimidin-4-yl}-1-oxo-2,3-dihydro-1H-isoindol-2-yl)-N-[(1S)-1-(2-fluoro-5-methoxyphenyl)-2-hydroxyethyl]propanamide ClC=1C(=NC(=NC1)NC1CCOCC1)C1=CC=C2CN(C(C2=C1)=O)[C@@H](C(=O)N[C@H](CO)C1=C(C=CC(=C1)OC)F)C